3-[1-[(1-Hydroxy-cyclobutyl)-methyl]-8-methylamino-2-oxo-8-phenyl-1,3-diazaspiro[4.5]decan-3-yl]-propionamide OC1(CCC1)CN1C(N(CC12CCC(CC2)(C2=CC=CC=C2)NC)CCC(=O)N)=O